CC(C)(C)C=1C=C(C=C(C1O)C(C)(C)C)CCC(=O)O 3,5-bis(1,1-dimethylethyl)-4-hydroxybenzenepropionic acid